N-((2-(3-(dimethylamino)propoxy)thiazol-5-yl)methyl)-11-oxo-10,11-dihydrodibenzo[b,f][1,4]thiazepine-8-carboxamide 5,5-dioxide CN(CCCOC=1SC(=CN1)CNC(=O)C1=CC2=C(S(C3=C(C(N2)=O)C=CC=C3)(=O)=O)C=C1)C